3,4-dihydropyrrolo[1,2-c]pyrimidin-1(2H)-one C1(NCCC=2N1C=CC2)=O